(3R,4R)-2-(4-Methylbenzyl)-N-(3-morpholinophenyl)-1-oxo-3-(4-(trifluoromethyl)phenyl)-1,2,3,4-tetrahydroisochinolin-4-carboxamid CC1=CC=C(CN2C(C3=CC=CC=C3[C@H]([C@@H]2C2=CC=C(C=C2)C(F)(F)F)C(=O)NC2=CC(=CC=C2)N2CCOCC2)=O)C=C1